2-(azepan-1-yl)-4-((4-(1-(hydroxymethyl)-6-azaspiro[2.5]octan-6-yl)phenyl)amino)pyrimido[4,5-d]pyridazin-5(6H)-one N1(CCCCCC1)C=1N=C(C2=C(C=NNC2=O)N1)NC1=CC=C(C=C1)N1CCC2(CC2CO)CC1